[N+](=O)([O-])C1=CC=C(C=C1)[O-] p-Nitrophenolat